N1=CN=C(C2=C1OC=C2)N[C@@H]2[C@@H]([C@@H]([C@H]([C@@H](O2)C)NC(CN(C(OC(C)(C)C)=O)C)=O)O)O tert-butyl N-[2-[[(2S,3R,4R,5R,6S)-6-(furo[2,3-d]pyrimidin-4-ylamino)-4,5-dihydroxy-2-methyl-tetrahydropyran-3-yl]amino]-2-oxo-ethyl]-N-methyl-carbamate